C(#N)C1(COCC1)C1=CC=C(C=C1)C(C(=O)OCC)CC 1-(±)-Ethyl 2-[4-(3-cyanotetrahydrofuran-3-yl)phenyl]butanoate